BrC1=CC=C2C(=CNC2=C1C1=NC=CC=N1)S(=O)(=O)NC1=NC(=C(C(=N1)OC)OCCF)OC 6-bromo-N-[5-(2-fluoroethoxy)-4,6-dimethoxy-pyrimidin-2-yl]-7-(2-pyrimidyl)-1H-indole-3-sulfonamide